6-(6-chloro-4-{3,8-diazabicyclo[3.2.1]octan-3-yl}-2-({1-[(dimethylamino)methyl]cyclopropyl}methoxy)-8-fluoroquinazolin-7-yl)-4-methyl-5-(trifluoromethyl)pyridin-2-amine ClC=1C=C2C(=NC(=NC2=C(C1C1=C(C(=CC(=N1)N)C)C(F)(F)F)F)OCC1(CC1)CN(C)C)N1CC2CCC(C1)N2